ONC(=O)C=1C=CC=2C[C@@H]3N(CC2C1)CCCC3 (R)-N-hydroxy-1,3,4,6,11,11a-hexahydro-2H-pyrido[1,2-b]isoquinoline-8-carboxamide